S-(3-(benzo[d][1,3]dioxol-5-yl)prop-2-yn-1-yl) ethanethioate C(C)(SCC#CC1=CC2=C(OCO2)C=C1)=O